FC1=CC=C(C=C1)CC(=O)NC1=NC=CC(=C1)C1=C(C=2C(N(C=CC2N1)C)=O)C1=CC=CC=C1 2-(4-Fluorophenyl)-N-[4-(5-methyl-4-oxo-3-phenyl-4,5-dihydro-1H-pyrrolo[3,2-c]pyridin-2-yl)pyridin-2-yl]acetamid